CC1S(CC1)(=O)=O methyl-thietane 1,1-dioxide